N-(4,6-diamino-2-(7-fluoro-1-(2-fluorobenzyl)-1H-indazol-3-yl)pyrimidin-5-yl)cyclopropanecarboxamide NC1=NC(=NC(=C1NC(=O)C1CC1)N)C1=NN(C2=C(C=CC=C12)F)CC1=C(C=CC=C1)F